ClC=1C=C(C=CC1)COC1CCN(CC1)C1OCCC(C1)C(=O)O [4-[(3-chlorophenyl)methoxy]-1-piperidinyl]tetrahydropyran-4-carboxylic acid